1,6-dihydroxy-2,5-dioxan OC1OCCOC1O